6-(4,6-bis(4-methoxystyryl)pyrimidin-2-oxy)hexylguanidine trifluoroacetate FC(C(=O)O)(F)F.COC1=CC=C(C=CC2=NC(=NC(=C2)C=CC2=CC=C(C=C2)OC)OCCCCCCNC(=N)N)C=C1